C(CCCCCCCCCCCCCCC)OC[C@H](OCCCCCCCCCCCCCCCC)CO |r| 1,2-di-O-hexadecyl-rac-glycerol